N[C@@H](CCC(N)=O)C(=O)C=1N=C(NC1)CC Glutaminyl-ethylimidazole